(S)-4,4-difluoro-N-((1,2,3,5,6,7-hexahydro-s-indacen-4-yl)carbamoyl)-4,5,6,7-tetrahydropyrazolo[1,5-a]pyridine-3-sulfonimidamide FC1(C=2N(CCC1)N=CC2[S@@](=O)(NC(NC2=C1CCCC1=CC=1CCCC21)=O)=N)F